3-fluoro-5-(morpholin-4-yl)benzene FC=1C=CC=C(C1)N1CCOCC1